ClC1=CC(=C(CNC2=CC(=C(C=C2C2CC2)S(=O)(=O)N(C=2SC=CN2)CC2=C(C=C(C=C2)OC)OC)F)C=C1)N1CCCC1 4-((4-chloro-2-(pyrrolidin-1-yl)benzyl)amino)-5-cyclopropyl-N-(2,4-dimethoxybenzyl)-2-fluoro-N-(thiazol-2-yl)benzenesulfonamide